O=CCC1C(CC1)=O 2-oxoethyl-cyclobutan-1-one